CCCCC/C=C\\C[C@@H](/C=C/C=C\\CCCCCCC(=O)[O-])O The molecule is an icosanoid anion anion that is the conjugate base of 12(S)-HETrE arising from deprotonation of the carboxylic acid function; major species at pH 7.3. It derives from an all-cis-icosa-8,11,14-trienoate. It is a conjugate base of a 12(S)-HETrE.